C(C)(C)=[Zr](C)(C)C1=C(C=CC=2C3=CC=CC=C3CC12)C1C=CC=C1 isopropylidene(cyclopentadienyl-fluorenyl)dimethylzirconium